6-isopropoxy-N-(1-methyl-4-(4-nitrophenyl)-1H-pyrazol-5-yl)pyrazin-2-amine C(C)(C)OC1=CN=CC(=N1)NC1=C(C=NN1C)C1=CC=C(C=C1)[N+](=O)[O-]